tetramethyl-dichlorodisilazane C[Si](N[Si](Cl)(Cl)C)(C)C